2,6-diphenyl-6-(2-hydroxy-4-butoxyphenyl)-1,3,5-triazine C1(=CC=CC=C1)C=1NC(N=CN1)(C1=C(C=C(C=C1)OCCCC)O)C1=CC=CC=C1